(+/-)-2-(4-methyl-3-cyclohexen-1-yl)-2-propanyl acetate C(C)(=O)OC(C)(C)[C@H]1CC=C(CC1)C |r|